C(C)C(CC)CC 3-Ethyl-pentane